6-[(2R)-2-amino-3-methanesulfinylpropyl]-N-[(furan-2-yl)methyl]-7-methylthieno[3,2-c]pyridazin-4-amine N[C@H](CC1=C(C=2N=NC=C(C2S1)NCC=1OC=CC1)C)CS(=O)C